(1aS,5aS)-2-(4-Cyano-pyridin-2-yl)-1a,2,5,5a-tetrahydro-1H-2,3-diaza-cyclopropa[a]pentalene-4-carboxylic acid (2-hydroxy-1-hydroxymethyl-1-methyl-ethyl)-amide OCC(C)(CO)NC(=O)C=1C=2C[C@H]3[C@@H](C2N(N1)C1=NC=CC(=C1)C#N)C3